C(C(C)C)(=O)C1=CC=C(C=C1)C(C(=O)O)C 2-(4-isobutyrylphenyl)propionic acid